(1R,4R)-4-((diphenylmethylene)amino)-1-(3-(5-fluoropyrimidin-2-yl)-4-methoxybenzyl)cyclopent-2-ene-1-carboxylate C1(=CC=CC=C1)C(C1=CC=CC=C1)=N[C@H]1C=C[C@@](C1)(C(=O)[O-])CC1=CC(=C(C=C1)OC)C1=NC=C(C=N1)F